4-[(tert-butyldimethylsilyl)oxy]-1-(2-chloroethyl)piperidine [Si](C)(C)(C(C)(C)C)OC1CCN(CC1)CCCl